FC1(CCN(CC1)C=O)F (4,4-difluoro-1-piperidyl)methanone